N,N-dihydroxyethyl-dithiocarbamic acid ON(C(SCC)=S)O